5-(azetidin-3-ylamino)-N-(4-morpholino-2-(trifluoromethyl)phenyl)pyrazolo[1,5-a]pyrimidine-3-carboxamide trifluoroacetate salt FC(C(=O)O)(F)F.N1CC(C1)NC1=NC=2N(C=C1)N=CC2C(=O)NC2=C(C=C(C=C2)N2CCOCC2)C(F)(F)F